C(CCCC)(=O)OC(CCC)=O butyric acid-valeric anhydride